1,4,7,10-tetraazacyclododecane-1,4,7,10-tetraacetamide tetrahydrochloride Cl.Cl.Cl.Cl.N1(CCN(CCN(CCN(CC1)CC(=O)N)CC(=O)N)CC(=O)N)CC(=O)N